(3S)-3-(5-{[(3S,4S)-1-[(7-{4-acetyl-4,7-diazaspiro[2.5]octan-7-yl}isoquinolin-3-yl)methyl]-4-(methoxymethyl)pyrrolidin-3-yl]oxy}-1-oxo-2,3-dihydro-1H-isoindol-2-yl)piperidine-2,6-dione C(C)(=O)N1C2(CC2)CN(CC1)C1=CC=C2C=C(N=CC2=C1)CN1C[C@H]([C@@H](C1)COC)OC=1C=C2CN(C(C2=CC1)=O)[C@@H]1C(NC(CC1)=O)=O